BrC1=CC=C(C=C1)[C@@H]1[C@@H](N[C@@H]1CO)C#N (2R,3R,4S)-3-(4-bromophenyl)-4-(hydroxymethyl)azetidine-2-carbonitrile